N1(C=CC=C1)PN1C=CC=C1 di(1H-pyrrol-1-yl)phosphine